NC1=NC=NC2=C1N(C=1C(=C[C@H](CC21)NC(C=C)=O)C)C=2C=NC1=CC=CC=C1C2 (S)-N-(4-amino-6-methyl-5-(quinolin-3-yl)-8,9-dihydropyrimido[5,4-b]indol-8-yl)acrylamide